FC=1C(=C(C=CC1F)OB(O)O)OC 3,4-difluoro-2-methoxyphenylboric acid